N-(2-Amino-4-bromo-6-methyl-phenyl)-3,3-dimethyl-butyramide NC1=C(C(=CC(=C1)Br)C)NC(CC(C)(C)C)=O